3-[1-(2-Amino-6-methyl-pyrimidin-4-yl)azepan-2-yl]-4-methoxy-phenol NC1=NC(=CC(=N1)N1C(CCCCC1)C=1C=C(C=CC1OC)O)C